(S)-3-amino-3-(4-(ethylsulfonyl)phenyl)propanenitrile N[C@@H](CC#N)C1=CC=C(C=C1)S(=O)(=O)CC